CCCCCCCCCCCCCCCC(=O)NCCS(=O)(=O)[O-] The molecule is a fatty acid-taurine conjugate obtained by deprotonation of the sulfonate group of N-hexadecanoyltaurine; major species at pH 7.3. It is a conjugate base of a N-hexadecanoyltaurine.